BrC1=CC=C2N=CC(=NC2=C1)C=1C=NN(C1)C1CC(C1)C=CC#N 3-(3-(4-(7-bromoquinoxalin-2-yl)-1H-pyrazol-1-yl)cyclobutyl)acrylonitrile